(S)-6-(3-amino-6-(3-(dimethylamino)-2,3-dihydrobenzofuran-5-yl)-5-fluoropyrazin-2-yl)-7-fluoro-3,4-dihydroisoquinolin-1(2H)-one NC=1C(=NC(=C(N1)F)C=1C=CC2=C([C@@H](CO2)N(C)C)C1)C=1C=C2CCNC(C2=CC1F)=O